4-((4-azidobutyl)thio)-2-(2,6-dioxopiperidin-3-yl)isoindoline-1,3-dione N(=[N+]=[N-])CCCCSC1=C2C(N(C(C2=CC=C1)=O)C1C(NC(CC1)=O)=O)=O